C(=O)O.N1=C(C=CC=C1)N pyridine-2-amine formic acid salt